CC1=CC=C(N=N1)C1=NC2=C(C=NC(=C2)N)N1 (6-methylpyridazin-3-yl)-3H-imidazo[4,5-c]pyridin-6-amine